tert-butyl 3-(4-(((tert-butyldiphenylsilyl)-oxy)methyl)pent-4-enoyl)-6,7-dihydro-2H-pyrazolo[4,3-c]pyridine-5(4H)-carboxylate [Si](C1=CC=CC=C1)(C1=CC=CC=C1)(C(C)(C)C)OCC(CCC(=O)C=1NN=C2C1CN(CC2)C(=O)OC(C)(C)C)=C